3-(2,2-dicyanovinyl)-2-methyl-1H-indole-1-carboxylic acid tert-butyl ester C(C)(C)(C)OC(=O)N1C(=C(C2=CC=CC=C12)C=C(C#N)C#N)C